1-{[1-(trifluoromethyl)cyclopropyl]methyl}-1H-pyrazol-4-ylpyridine-3-carbonitrile FC(C1(CC1)CN1N=CC(=C1)C1=NC=CC=C1C#N)(F)F